4-(tert-butoxycarbonyl)piperazine C(C)(C)(C)OC(=O)N1CCNCC1